C(CC)(C1=C(C(=CC(=C1)C(C)(C)CC)C(C)(C)CC)O)C1=C(C(=CC(=C1)C(C)(C)CC)C(C)(C)CC)O 2,2'-propylidenebis(4,6-di-t-pentylphenol)